allyloxymethyl acrylate diphenylethyl-acrylate (R)-Methyl-6-(2-(tert-butoxycarbonylamino)-3-methoxypropylamino)-4-cyano-2-(m-tolylamino)nicotinate COC(C1=C(N=C(C=C1C#N)NC[C@H](COC)NC(=O)OC(C)(C)C)NC=1C=C(C=CC1)C)=O.C1(=CC=CC=C1)C(COC(C=C)=O)C1=CC=CC=C1.C(C=C)(=O)OCOCC=C